methyl (3R,6S)-1-(2-(4-(dimethylamino)phenyl)acetyl)-6-methylpiperidine-3-carboxylate CN(C1=CC=C(C=C1)CC(=O)N1C[C@@H](CC[C@@H]1C)C(=O)OC)C